S1N=CC2=C1C=CO2 furo[2,3-d]isothiazole